3-formyl-4-oxo-1-propyl-4H-pyrido[1,2-a]pyrimidinium C(=O)C1=C[N+](=C2N(C1=O)C=CC=C2)CCC